FC1=CC(=CC2=CN(N=C12)C)C=1SC2=C(N1)SC(=C2)N2CC1(C2)CN(C1)C 7-fluoro-2-methyl-5-(5-[6-methyl-2,6-diazaspiro[3.3]heptan-2-yl]thieno[2,3-d][1,3]thiazol-2-yl)indazole